ClC1=NC(=CC(=C1)[C@@H]1C[C@H](C1)OC)S(=O)(=O)C 2-chloro-4-((trans)-3-methoxycyclobutyl)-6-(methylsulfonyl)pyridine